C(C)OCC1=C(C=CC=C1)C=1C(=CC=CC1)C=1C=CC=C(C1S(=O)(=O)NC(NC(C)C)=O)N 2'-(ethoxymethyl)-N-(isopropylcarbamoyl)-[1,1'-biphenyl]-2-sulfanilamide